octadeca-8,10,12-trienoic acid C(CCCCCCC=CC=CC=CCCCCC)(=O)O